1-(3-((5-Cyclopropyl-2-((3-methyl-1-(8-methyl-8-azabicyclo[3.2.1]octan-3-yl)-1H-pyrazol-4-yl)amino)pyrimidin-4-yl)amino)propyl)azepan-2-on C1(CC1)C=1C(=NC(=NC1)NC=1C(=NN(C1)C1CC2CCC(C1)N2C)C)NCCCN2C(CCCCC2)=O